ClC=1C=2N(C(=CC1)N1C[C@@H](C[C@@H](C1)O)O)C=NC2 8-chloro-5-[(3R,5S)-3,5-dihydroxypiperidin-1-yl]imidazo[1,5-a]pyridin